CN1CC(OCC1)C=1SC2=C(N1)C=C(C=C2)B2OC(C(O2)(C)C)(C)C 4-methyl-2-[5-(4,4,5,5-tetramethyl-1,3,2-dioxaborolan-2-yl)-1,3-benzothiazol-2-yl]morpholine